1,1,1-Trichloroethane ClC(C)(Cl)Cl